BrC=1SC(=CN1)C#N 2-bromo-1,3-thiazole-5-carbonitrile